C(C)(C)(C)OC([C@H](CC1C(NC2(COC2)C1)=O)NC(=O)OC(C)(C)C)=O (2S)-2-[(tert-butoxycarbonyl)amino]-3-{6-oxo-2-oxa-5-azaspiro[3.4]oct-7-yl}propanoic acid tert-butyl ester